5-methoxy-7-methyl-3-(N-ethyl-N-methylaminoethyl)indole COC=1C=C2C(=CNC2=C(C1)C)CCN(C)CC